CS(=O)(=O)\C=C/[C@H](C)N (S,Z)-4-(methylsulfonyl)but-3-en-2-amine